ClC1=CC=C(C=C1)N1C(=NN=C1[C@@H]1CC[C@H](CC1)OC1=NC=CC=C1)CNC Trans-1-(4-(4-chlorophenyl)-5-(4-(pyridin-2-yloxy)cyclohexyl)-4H-1,2,4-triazol-3-yl)-N-methyl-methylamine